Cyano-amide C(#N)[NH-]